C(C)(C)(C)OC(C(=CCC)C)=O 2-methyl-2-pentenoic acid tert-butyl ester